C(=O)(O)C=1C=C(C2=CC(=C(C=C2C1)O)O)C1=CC(=C(C=C1)O)O 3-carboxy-6,7-bisHydroxy-1-(3',4'-dihydroxyphenyl)-naphthalene